ClC1=CC=C2C(=C1)NC(C21N(C(C=2N=C(N(C21)C(C)C)C2=C(C=C(C=C2)C(C)C)OC)=O)C=2C(=NC=C(C2)Cl)C)=O 6-chloro-5'-(5-chloro-2-methylpyridin-3-yl)-3'-isopropyl-2'-(4-isopropyl-2-methoxyphenyl)-3'H-spiro[indoline-3,4'-pyrrolo[3,4-d]imidazole]-2,6'(5'H)-dione